C1=C(CCC2=CC=CC=C12)C(=O)O.CN1N=CC2=CC(=CC=C12)C12OCC(CC1)(CC2)CNC(=O)C2CCCCC2 (N-((1-(1-methyl-1H-indazol-5-yl)-2-oxabicyclo[2.2.2]oct-4-yl)methyl)cyclohexanecarboxamide) 3,4-dihydronaphthalene-2-carboxylate